Tert-butyl (S)-2-((R)-4-(phenylthio)-3-((4-sulfamoyl-2-((trifluoromethyl)sulfonyl)phenyl)amino)propyl)pyrrolidine-1-carboxylate C1(=CC=CC=C1)S[C@]1(CC(=C(C=C1)NCCC[C@@H]1N(CCC1)C(=O)OC(C)(C)C)S(=O)(=O)C(F)(F)F)S(N)(=O)=O